ClC1=C(OC(C(=O)OC)CC)C=CC(=C1)Cl methyl 2,4-dichlorophenoxybutyrate